2,5-bis(2-octyldodecyl)-2,5-dihydropyrrolo[3,4-c]Pyrrole-1,4-dione C(CCCCCCC)C(CN1C(C2=CN(C(C2=C1)=O)CC(CCCCCCCCCC)CCCCCCCC)=O)CCCCCCCCCC